C1=CC=C(C=C1)C(=O)C2=C(C(=CC=C2)Cl)Cl dichlorobenzophenone